C1(=CC=CC=C1)NC(=O)C1=CN=C(S1)C=1C=C(OC2CCN(CC2)C(=O)OC(C)(C)C)C=CC1 tert-butyl 4-(3-(5-(phenylcarbamoyl)thiazol-2-yl)phenoxy)piperidine-1-carboxylate